1,3-bis(4-fluorophenyl)isoquinoline FC1=CC=C(C=C1)C1=NC(=CC2=CC=CC=C12)C1=CC=C(C=C1)F